CC1=C(C2=C(N=N1)SC1=C2N=CN=C1NCC1=CC=C(C(=O)NC)C=C1)C 4-[[(3,4-dimethylpyrimido[4',5':4,5]thieno[2,3-c]pyridazin-8-yl)amino]methyl]-N-methyl-benzamide